(S)-4-((1-(5-chloro-4-oxo-3-phenyl-3,4-dihydroquinazolin-2-yl)propyl)amino)quinazoline-6-carbonitrile ClC1=C2C(N(C(=NC2=CC=C1)[C@H](CC)NC1=NC=NC2=CC=C(C=C12)C#N)C1=CC=CC=C1)=O